C1(=C(C=CC=C1)N(C1=CC=C(C=C1)C1=CC2=C(S1)C(C=1SC(=CC1P2(C2=CC=CC=C2)=O)C2=CC=C(C=C2)N(C2=C(C=CC=C2)C)C2=C(C=CC=C2)C)=O)C2=C(C=CC=C2)C)C 2,6-bis{4-[di-o-tolylamino]phenyl}-4-phenyl-8H-phosphinino{3,2-b:5,6-b'}dithiophen-8-one P-oxide